4-[4-[4-[(2,6-dioxo-3-piperidyl)oxy]-2-fluoro-phenyl]piperazin-1-yl]-3,3-difluoro-piperidine-1-carboxylic acid tert-butyl ester C(C)(C)(C)OC(=O)N1CC(C(CC1)N1CCN(CC1)C1=C(C=C(C=C1)OC1C(NC(CC1)=O)=O)F)(F)F